N,N-bis(2-hydroxypropyl)ethylenediamine OC(CN(CCN)CC(C)O)C